FC(C1=C(C=CC(=N1)C=1N=NN(C1NC(O[C@H](C)C1=CC=CC=C1)=O)C)NS(=O)(=O)C)F (R)-1-phenylethyl (4-(6-(difluoromethyl)-5-(methylsulfonamido)pyridin-2-yl)-1-methyl-1H-1,2,3-triazol-5-yl)carbamate